bis(1,3-Dioxo-1,3-dihydro-2-benzofuran-5-yl) Benzene-1,4-dicarboxylate C1(=CC=C(C=C1)C(=O)OC1=CC2=C(C(OC2=O)=O)C=C1)C(=O)OC1=CC2=C(C(OC2=O)=O)C=C1